C(C)(C)(C)SC=1C(=C(C=CC1)NC1=NC=CN=C1)Cl N-(3-(tert-butylmercapto)-2-chlorophenyl)pyrazin-2-amine